B([O-])(O)O.B(O)(O)O.[Na+] Sodium Borate Borate